(R)-N-methyl-1-(6-methyl-4-(trifluoromethyl)pyridin-2-yl)-N-(m-tolyl)-2,3-dihydro-1H-pyrrolo[2,3-b]pyridine-2-carboxamide CN(C(=O)[C@H]1CC=2C(=NC=CC2)N1C1=NC(=CC(=C1)C(F)(F)F)C)C=1C=C(C=CC1)C